tert-butyl (6-((6-(2,6-dimethylmorpholino)pyridin-3-yl)amino)spiro[3.3]heptan-2-yl)carbamate CC1OC(CN(C1)C1=CC=C(C=N1)NC1CC2(CC(C2)NC(OC(C)(C)C)=O)C1)C